FC(C1=CC=CC(=N1)C=1OC2=C(C=C(C=C2C(C1C)=O)C)[C@@H](C)NC=1C(=NC(=CC1)C)C#N)F 3-[[(1R)-1-[2-[6-(Difluoromethyl)-2-pyridyl]-3,6-dimethyl-4-oxo-chromen-8-yl]ethyl]amino]-6-methyl-pyridine-2-carbonitrile